Benzyl 3-((tert-butoxycarbonyl)(2-sulfamoylethyl)amino)propanoate C(C)(C)(C)OC(=O)N(CCC(=O)OCC1=CC=CC=C1)CCS(N)(=O)=O